C1(CCCCC1)C(CCCCCN)(N)C1CCCCC1 dicyclohexyl-1,6-hexanediamine